N[C@H](C(=O)O)CC1=CNC2=CC=C(C=C12)C(F)(F)F (S)-2-amino-3-(5-(trifluoromethyl)-1H-indol-3-yl)propanoic acid